dimethyl-N,N'-bis(4-pyridyl)thiuram disulfide CN(C(SSC(N(C1=CC=NC=C1)C)=S)=S)C1=CC=NC=C1